COC1=NC2=CC=CC=C2C=N1 methoxyquinazolin